NC=1C=C(C=C(C1)C(F)(F)F)[C@@H](C)NC=1C2=C(N=C(N1)NCCNC)C=NC(=C2)N2CCCC2 (R)-N4-(1-(3-amino-5-(trifluoromethyl)phenyl)ethyl)-N2-(2-(methylamino)ethyl)-6-(pyrrolidin-1-yl)pyrido[3,4-d]pyrimidine-2,4-diamine